ClC(C(=O)O)CC(=O)O 2-chlorosuccinic acid